OCC=1C=C(C=CC1)CC#N (3-(hydroxymethyl)phenyl)acetonitrile